C[N+](CCCNC(C1=CC=C(C=C1)CCCCCCCC)=O)(C)CCCS(=O)(=O)[O-] 3-{N,N-Dimethyl-N-[3-(4-octylbenzoylamino) propyl] ammonio}propanesulfonate